FC1(C(C12CCNCC2)C2=NC(=NS2)C2=C(C=C(C=C2)F)C(F)(F)F)F 1,1-Difluoro-2-{3-[4-fluoro-2-(trifluoromethyl)phenyl]-1,2,4-thiadiazol-5-yl}-6-azaspiro[2.5]octane